C(C)(C)(C)[Si](C1=CC=CC=C1)(C1=CC=CC=C1)OC[C@H]1[C@H]2O[C@H]2[C@@H](O1)C(OC)OC Tert-butyl-(((1R,2S,4R,5R)-4-(dimethoxymethyl)-3,6-dioxabicyclo[3.1.0]hexan-2-yl)methoxy)diphenylsilane